dibutyltin(II) diacetate C(C)(=O)O.C(C)(=O)O.C(CCC)[Sn]CCCC